(2,6-dichlorophenyl)-5-(1-fluorocyclopropyl)-1,2-oxazole-4-carboxylic acid (1S,4S,5R)-2-[4-[(tert-butoxy) carbonyl]-2-fluorophenyl]-2-azabicyclo[2.2.1]heptane-5-yl ester C(C)(C)(C)OC(=O)C1=CC(=C(C=C1)N1[C@@H]2C[C@H]([C@H](C1)C2)OC(=O)C=2C(=NOC2C2(CC2)F)C2=C(C=CC=C2Cl)Cl)F